(S)-2-((S)-3-(1H-pyrazol-4-yl)piperidin-1-yl)-N-(5-chloropyridin-2-yl)propanamide N1N=CC(=C1)[C@H]1CN(CCC1)[C@H](C(=O)NC1=NC=C(C=C1)Cl)C